F[C@@H]1[C@@H](C1)C(=O)NC1=NC=C2C=C(C(N(C2=C1)C)=O)C=1C=NC(=CC1C)C(CCC)([2H])O (1S,2S)-2-fluoro-N-(3-(6-(1-hydroxybutyl-1-d)-4-methylpyridin-3-yl)-1-methyl-2-oxo-1,2-dihydro-1,6-naphthyridin-7-yl)cyclopropane-1-carboxamide